C1=CC=CC2=C1/C(=N/C1=C(S2)C=CC=C1)/N1N=C(N=C1N)NC1=CC=C(C=C1)N1CCN(CC1)C 1-((Z)-dibenzo[b,f][1,4]thiazepin-11-yl)-N3-(4-(4-N-methylpiperazinyl)phenyl)-1H-1,2,4-triazole-3,5-diamine